[N+](=O)([O-])C1=CC=C(C=C1)S(=O)(=O)NNC(=O)NC1=CC=CC=C1 2-((4-nitrophenyl)sulfonyl)-N-phenylhydrazine-1-carboxamide